6-(1-phenylethyl)-2-azaspiro[3.3]heptane C1(=CC=CC=C1)C(C)C1CC2(CNC2)C1